(S)-8-((3,5-di-tert-butylbenzyl)oxy)-5-(2-((5,6-diethyl-2,3-dihydro-1H-inden-2-yl)amino)-1-hydroxyethyl)quinolin-2(1H)-one C(C)(C)(C)C=1C=C(COC=2C=CC(=C3C=CC(NC23)=O)[C@@H](CNC2CC3=CC(=C(C=C3C2)CC)CC)O)C=C(C1)C(C)(C)C